2-(1-methyl-1H-pyrazol-4-yl)-N-(2-methyl-5-((2-(piperidin-1-yl)ethyl)carbamoyl)phenyl)-1-((2-(trimethylsilyl)ethoxy)methyl)-1H-pyrrolo[2,3-b]pyridine-5-carboxamide CN1N=CC(=C1)C1=CC=2C(=NC=C(C2)C(=O)NC2=C(C=CC(=C2)C(NCCN2CCCCC2)=O)C)N1COCC[Si](C)(C)C